C(C)OC(C(C)(C)C1CC(C1)CO)=O 2-[3-(Hydroxymethyl)cyclobutyl]-2-methyl-propionic acid ethyl ester